(1-(tert-Butoxycarbonyl)-2,5-dihydro-1H-pyrrol-3-yl)pyrazine-2-carboxylic acid methyl ester COC(=O)C1=NC=CN=C1C=1CN(CC1)C(=O)OC(C)(C)C